tributylamine benzenesulfinate salt C1(=CC=CC=C1)S(=O)O.C(CCC)N(CCCC)CCCC